2-{5-[(1E)-3-(6-fluoro-2-oxo-4-phenyl-1,2-dihydroquinolin-3-yl)-3-oxoprop-1-en-1-yl]-2-oxo-1,2-dihydropyridin-1-yl}acetonitrile FC=1C=C2C(=C(C(NC2=CC1)=O)C(/C=C/C=1C=CC(N(C1)CC#N)=O)=O)C1=CC=CC=C1